(S)-(2-neopentyl-8-(((6-(4-(trifluoromethyl)phenyl)pyridin-2-yl)methoxy)methyl)-2,6-diazaspiro[3.4]octan-6-yl)(thiazol-5-yl)methanone C(C(C)(C)C)N1CC2(C1)CN(C[C@H]2COCC2=NC(=CC=C2)C2=CC=C(C=C2)C(F)(F)F)C(=O)C2=CN=CS2